FC=1C=C(C#N)C=C(C1)C1=NN(N=C1)CC#CCC 3-fluoro-5-[2-(2-pentyn-1-yl)-2H-1,2,3-triazol-4-yl]benzonitrile